(l)-N-Boc-6-aminohexanoic acid C(=O)(OC(C)(C)C)NCCCCCC(=O)O